N-(4-(1,5-dimethyl-1H-pyrazol-4-yl)quinolin-8-yl)-4-isopropoxybenzamide CN1N=CC(=C1C)C1=CC=NC2=C(C=CC=C12)NC(C1=CC=C(C=C1)OC(C)C)=O